C[C@H]1[C@@H](C[C@H]([C@@H](O1)O[C@H](C)CCCCCCCCCCCCCCCCCC[C@H](CC(=O)O)O)O)O The molecule is an (omega-1)-hydroxy fatty acid ascaroside obtained by formal condensation of the (omega-1)-hydroxy group of (3R,22R)-3,22-dihydroxytricosanoic acid with ascarylopyranose (the alpha anomer). It is a metabolite of the nematode Caenorhabditis elegans. It has a role as a Caenorhabditis elegans metabolite. It is an (omega-1)-hydroxy fatty acid ascaroside, a 3-hydroxy carboxylic acid and a monocarboxylic acid. It derives from a (3R,22R)-3,22-dihydroxytricosanoic acid.